tetra-1-dodecyl dithiomalate C(C(S)CC(=O)OCCCCCCCCCCCC)(=O)OCCCCCCCCCCCC.C(C(S)CC(=O)OCCCCCCCCCCCC)(=O)OCCCCCCCCCCCC